FC1=C2CN(C(C2=CC=C1)=O)C1CCC(CC1)C(=O)NC1=CC(=C(C=C1)C)OC (1s,4s)-4-(4-fluoro-1-oxoisoindolin-2-yl)-N-(3-methoxy-4-methylphenyl)cyclohexanecarboxamide